C(C)C1=C2C(=CC(=CC2=CC=C1F)O)C1=C(C=2N=C(N=C(C2C=N1)N1CCOCC2(COC2)C1)OC[C@]12CCCN2C[C@@H](C1)F)F 5-Ethyl-6-fluoro-4-(8-fluoro-2-(((2R,7aS)-2-fluorotetrahydro-1H-pyrrolizin-7a(5H)-yl)methoxy)-4-(2,6-dioxa-9-azaspiro[3.6]decan-9-yl)pyrido[4,3-d]pyrimidin-7-yl)naphthalen-2-ol